2-(di-t-butylphosphanyl)-1-(2-methoxyphenyl)-1H-pyrrole C(C)(C)(C)P(C=1N(C=CC1)C1=C(C=CC=C1)OC)C(C)(C)C